4-(1-Ethyl-1H-pyrazol-4-yl)pyridin-2-amine C(C)N1N=CC(=C1)C1=CC(=NC=C1)N